COC(C1=C(C=C(C(=C1)NC(N[C@@H](C)C=1N(N=CN1)C1=NC=CC=N1)=O)F)Br)=O.C(#N)/C(/C(=O)NC1=CC(=CC=C1)C#N)=C(\C=1C=NOC1C)/O (Z)-2-cyano-N-(3-cyanophenyl)-3-hydroxy-3-(5-methylisoxazol-4-yl)prop-2-enamide methyl-2-bromo-4-fluoro-5-[[(1S)-1-(2-pyrimidin-2-yl-1,2,4-triazol-3-yl)ethyl]carbamoylamino]benzoate